Aci-nitroethene [N+]([O-])(O)=C=C